COC1=CC=C(C=C1)C(C(CCC)=C)=O 1-(4-methoxyphenyl)-2-methylenepentane-1-one